C(=C)N1C2=CC=CC=C2C=2C=CC=C(C12)CCCC N-vinyl-butyl-carbazole